3-[tri(2-aminoethoxy)silyl]-1-propylamine NCCO[Si](CCCN)(OCCN)OCCN